C(=O)C=1N(C=CC1)CCC(=O)O 2-FORMYL-1H-PYRROLE-1-PROPANOIC ACID